[C@H]12OC[C@H](N(C1)CCCCCN1C3=CC=C(C=C3OC=3C=C(C=CC13)C=1C=C3C=NNC3=CC1)C=1C=C3C=NNC3=CC1)C2 10-(5-((1R,4R)-2-oxa-5-azabicyclo[2.2.1]heptan-5-yl)pentyl)-3,7-di(1H-indazol-5-yl)-10H-phenoxazine